CC1=C(C(=C(C=C1)Br)C)F 2,4-dimethyl-3-fluorobromobenzene